P(=O)(O)(O)F.C1(=CC=CC=C1)[Li] Phenyllithium fluorophosphate